benzyl (S,E)-(1-((1-((1H-benzo[d]imidazol-2-yl)methyl)-2-oxo-1,2-dihydropyridin-3-yl)amino)-7-(dimethylamino)-1,7-dioxohept-5-en-2-yl)carbamate N1C(=NC2=C1C=CC=C2)CN2C(C(=CC=C2)NC([C@H](CC\C=C\C(=O)N(C)C)NC(OCC2=CC=CC=C2)=O)=O)=O